C1(=CC=CC=C1)CCC(=O)OC[C@H]1O[C@@H]([C@@H]([C@H]([C@H]1O)O)O)OC[C@@H]([C@@H](CCCCCCCCCCCCCCC)O)N ((2R,3R,4S,5R,6S)-6-(((2S,3R)-2-amino-3-hydroxyoctadecyl)oxy)-3,4,5-trihydroxytetrahydro-2H-pyran-2-yl)methyl 3-phenylpropanoate